C1(CC1)C1=C(C=CC=C1)C=1C=C2C(=NC1)N(C(N2)=O)[C@H](CS(=O)(=O)C)C2=NC(=C(C=C2)OC)OCC (S)-6-(2-cyclopropylphenyl)-3-(1-(6-ethoxy-5-methoxypyridin-2-yl)-2-(methylsulfonyl)ethyl)-1H-imidazo[4,5-b]pyridin-2(3H)-one